COC(=O)C1(CN(C1)C(=O)OC(C)(C)C)C1=NC=NC2=C(C(=C(C=C12)Cl)Br)F 3-(7-bromo-6-chloro-8-fluoro-quinazolin-4-yl)azetidine-1,3-dicarboxylic acid O1-tert-butyl O3-methyl ester